7-{[(tert-butyldimethylsilyl)oxy]methyl}-3-methyl-1H-indole-4-carbonitrile [Si](C)(C)(C(C)(C)C)OCC1=CC=C(C=2C(=CNC12)C)C#N